BrC1=CC=C(C=C1)N1C(C=CC=C1)=O 1-(4-bromophenyl)pyridin-2(1H)-one